ClC1=CC=2N(C=C1F)C(=CN2)C(=O)NC2=C(C=CC(=C2)C2=NOC(=N2)[C@@H]2[C@H](C2)F)C 7-Chloro-6-fluoro-N-(5-(5-((1R,2S)-2-fluorocyclopropyl)-1,2,4-oxadiazol-3-yl)-2-methylphenyl)imidazo[1,2-a]pyridine-3-carboxamide